(7aR,9R,11aR)-6,9-dihydroxy-8,8,11a-trimethyl-3-phenyl-7a,8,9,10,11,11a-hexahydro-1H,7H-pyrano[2,3-c]xanthen-1-one OC1=CC2=C(C=3O[C@@]4(CC[C@H](C([C@H]4CC13)(C)C)O)C)C(C=C(O2)C2=CC=CC=C2)=O